4-Hydroxybutyl methacrylate C(C(=C)C)(=O)OCCCCO